(7S,8S,9S)-2,3-Dimethyl-7,8-dihydroxy-9-phenyl-7,8,9,10-tetrahydroimidazo[1,2-h][1,7]naphthyridine CC=1N=C2N(C=CC=3[C@@H]([C@H]([C@@H](NC23)C2=CC=CC=C2)O)O)C1C